FC(C=1C=C(C=C(C1)C(F)(F)F)[N+]#[C-])(F)F 3,5-bis(trifluoromethyl)phenylisocyanide